4-[3-[2,6-Dichloro-4-(3-pyrazol-1-ylazetidin-1-yl)benzoyl]-2,4-dihydro-1,3-benzoxazin-8-yl]-5-fluoro-2-(3-oxa-8-azabicyclo[3.2.1]octan-8-yl)benzoic acid ClC1=C(C(=O)N2COC3=C(C2)C=CC=C3C3=CC(=C(C(=O)O)C=C3F)N3C2COCC3CC2)C(=CC(=C1)N1CC(C1)N1N=CC=C1)Cl